5,6-dimethyl-2,3-dihydropyrazine CC1=NCCN=C1C